ClC1=C(C=CC(=C1)B1OC(C(O1)(C)C)(C)C)NC(=O)NC1=CC(=NN1C1=CC=C(C=C1)C)C(C(=O)[O-])C 2-[5-({[2-chloro-4-(tetramethyl-1,3,2-dioxaborolan-2-yl) phenyl] carbamoyl} amino)-1-(4-methylphenyl)-1H-pyrazol-3-yl]-2-methylacetate